6-(1H-imidazol-1-yl)-4-(((1r,4r)-4-(2-methoxyethoxy)cyclohexyl)amino)-1-methyl-1,7-naphthyridin-2(1H)-one N1(C=NC=C1)C=1C=C2C(=CC(N(C2=CN1)C)=O)NC1CCC(CC1)OCCOC